CC1=C(N=C2N(C1=O)C=C(C=C2[C@@H](C)NC2=C(C(=O)O)C=CC=C2)C)C=2C=C1C(=NC2)N(C(=C1C)C)C (R)-2-((1-(3,7-dimethyl-4-oxo-2-(1,2,3-trimethyl-1H-pyrrolo[2,3-b]pyridin-5-yl)-4H-pyrido[1,2-a]pyrimidin-9-yl)ethyl)amino)benzoic acid